NC(C(=O)N[C@@H](C(=O)N1CC2(C(CC1)=NN(C2=O)C2CCCC2)CC2=CC=CC=C2)COCC2=CC=CC=C2)(C)C 2-amino-N-((2R)-1-(3a-benzyl-2-cyclopentyl-3-oxo-2,3,3a,4,6,7-hexahydro-5H-pyrazolo[4,3-c]pyridin-5-yl)-3-(benzyloxy)-1-oxopropan-2-yl)-2-methylpropanamide